2,5-dimethyl-2,5-bis(tert-butylperoxy)3-hexyne CC(C)(C#CC(C)(OOC(C)(C)C)C)OOC(C)(C)C